O(P([O-])OP([O-])[O-])C1=C(C=C(C=C1)C1=CC=CC=C1)C1=C(C=C(C=C1)C(C)(C)C)C(C)(C)C (2,4-di-tert-butylphenyl)-4,4'-biphenylyl diphosphite